FC1=CN=C2C[C@H](CNC2=C1)[C@@H](C1=CC=CC=C1)NCCC=1C=C(C=CC1C)CC(=O)O [3-(2-{[(S)-[(3R)-7-fluoro-1,2,3,4-tetrahydro-1,5-naphthyridin-3-yl](phenyl)methyl]amino}ethyl)-4-methylphenyl]acetic acid